FC=1C=C(C=C(C1)F)[C@@H]1CC[C@H]2OC3(C(N21)=O)CCN(CC3)C(=O)C3=CC(=NC=C3)C#C (5'S,7a'R)-5'-(3,5-difluoro-phenyl)-1-(2-ethynylpyridine-4-carbonyl)tetra-hydro-3'H-spiro[piperidine-4,2'-pyrrolo-[2,1-b][1,3]oxazol]-3'-one